4-chloro-2-(1-methyl-1H-1,2,3-triazol-4-yl)benzonitrile ClC1=CC(=C(C#N)C=C1)C=1N=NN(C1)C